allen manganese [Mn].C=C=C